C(C)OC(C(CCC)(CCC)COS(=O)(=O)ON1[C@@H]2CC[C@H](N(C1=O)C2)C(N)=O)=O.N2=CC=CC1=C(C=CC=C21)C2(CC2)C2=C(C(=O)N)C=CC=C2 (1-(quinolin-5-yl)cyclopropyl)benzamide ethyl-2-((((((1R,2S,5R)-2-carbamoyl-7-oxo-1,6-diazabicyclo[3.2.1]octan-6-yl)oxy)sulfonyl)oxy)methyl)-2-propylpentanoate